2-(3,3-Difluorocyclopentyl)-2-(4-(2-methyl-2H-tetrazol-5-yl)phenyl)-N-(5,6,7,8-tetrahydro-4H-cyclohepta[d]thiazol-2-yl)acetamide FC1(CC(CC1)C(C(=O)NC=1SC2=C(N1)CCCCC2)C2=CC=C(C=C2)C=2N=NN(N2)C)F